2-isopropyl-N-(1-(3,4,5-trimethoxyphenyl)-1H-imidazol-4-yl)-6,7-dihydro-5H-cyclopenta[d]pyrimidin-4-amine C(C)(C)C=1N=C(C2=C(N1)CCC2)NC=2N=CN(C2)C2=CC(=C(C(=C2)OC)OC)OC